tert-butyl 4-[5-fluoro-2-(4-methyltriazol-1-yl)-3-pyridyl]piperidine-1-carboxylate FC=1C=C(C(=NC1)N1N=NC(=C1)C)C1CCN(CC1)C(=O)OC(C)(C)C